N-(7-Ethoxybenzo[d]isoxazol-3-yl)-5-ethyl-2-methoxybenzenesulfonamide C(C)OC1=CC=CC=2C(=NOC21)NS(=O)(=O)C2=C(C=CC(=C2)CC)OC